2-chloromethyl-2-(2,4-dichlorophenyl)-4-propyl-1,3-dioxolane ClCC1(OCC(O1)CCC)C1=C(C=C(C=C1)Cl)Cl